NC1=CC=C(C=C1C=1C(=CC=CC1)N)OC1=C(C(=O)C2=CC=CC=C2)C=CC=C1 4,4'-diamino-5,5'-biphenyloxybenzophenone